N1N=CC(=C1)NC1=NC=CC(=N1)N1C[C@H]2CC[C@@H](C1)N2CC2(CC2)C#N 1-({(1r,5s)-3-[2-(1H-pyrazol-4-ylamino)pyrimidin-4-yl]-3,8-diazabicyclo[3.2.1]oct-8-yl}methyl)cyclopropanecarbonitrile